FC(OC1=C(C=C(C=C1)F)[C@@H](C)NC1=NC=2N(C=C1)N=CC2)F (R)-N-(1-(2-(difluoromethoxy)-5-fluorophenyl)ethyl)pyrazolo[1,5-a]pyrimidin-5-amine